2-chloro-6-cyclopropyl-4-(4-fluoro-2-(4-methyl-4H-1,2,4-triazol-3-yl)phenyl)pyridine ClC1=NC(=CC(=C1)C1=C(C=C(C=C1)F)C1=NN=CN1C)C1CC1